N1CC(C1)N1CC2(CCN(CC2)C=2C(=NC(=CC2)OC)C(F)(F)F)C=2C=CC(=NC2C1=O)C=1C(=NC=CC1)OCC 7-(azetidin-3-yl)-2-(2-ethoxypyridin-3-yl)-1'-[6-methoxy-2-(trifluoromethyl)pyridin-3-yl]spiro[6H-1,7-naphthyridine-5,4'-piperidine]-8-one